C(C)OC(=O)C1=NC(=NO1)C1=CC(=C(C(=C1)C(F)(F)F)OCC1=CC=C(C=C1)OC)C 3-(4-((4-methoxybenzyl)oxy)-3-methyl-5-(trifluoromethyl)phenyl)-1,2,4-oxadiazole-5-carboxylic acid ethyl ester